8-nitro-3,4-dihydro-2H-[1,4]thiazepino[2,3,4-hi]indol-6-yl trifluoromethanesulfonate FC(S(=O)(=O)OC=1N2C3=C(C=CC(=C3C1)[N+](=O)[O-])SCCC2)(F)F